5-chloro-4-iodo-1-[(4-methoxyphenyl)methyl]pyrazole ClC1=C(C=NN1CC1=CC=C(C=C1)OC)I